COC=1C(=C2CC[C@H](C2=CC1)OC1=CC=C(C=C1)[C@H](CC(=O)O)C#CC)C=1C=NC(=CC1)O[C@H]1COCC1 (S)-3-(4-(((R)-5-Methoxy-4-(6-(((R)-tetrahydrofuran-3-yl)oxy)pyridin-3-yl)-2,3-dihydro-1H-inden-1-yl)oxy)phenyl)hex-4-ynoic Acid